imidazole-2,4-dicarboxylic acid N1C(=NC(=C1)C(=O)O)C(=O)O